(2-fluoroethyl) (fluoromethyl) carbonate C(OCCF)(OCF)=O